N-((1s,3s)-3-(6-((3-(3-(4-(2-((2-(2,6-dioxopiperidin-3-yl)-1,3-dioxoisoindolin-5-yl)oxy)acetyl)piperazin-1-yl)propoxy)benzyl)amino)-9H-purin-9-yl)cyclobutyl)-6-methylpicolinamide O=C1NC(CC[C@@H]1N1C(C2=CC=C(C=C2C1=O)OCC(=O)N1CCN(CC1)CCCOC=1C=C(CNC2=C3N=CN(C3=NC=N2)C2CC(C2)NC(C2=NC(=CC=C2)C)=O)C=CC1)=O)=O